C1(CCC1)NC1=C2C=CN=CC2=C2C(=C1)C=C(C=C2)C(=O)O 5-(cyclobutylamino)benzo[h]isoquinoline-8-carboxylic acid